NC1=C2N=CN(C2=NC(=N1)F)[C@H]1C[C@@H]([C@@](O1)(C#C)CO[P@@](=O)(OC1=CC=CC=C1)N[C@@H](C)C(=O)OCCCCCCCCCCCCCCCC)O Hexadecyl ((R)-(((2R,3S,5R)-5-(6-amino-2-fluoro-9H-purin-9-yl)-2-ethynyl-3-hydroxytetrahydrofuran-2-yl) methoxy)(phenoxy)phosphoryl)-L-alaninate